6-(2-(3-(tert-butyl)phenyl)-2-hydroxyacetyl)-2-(1-(4-isopropylthiophen-2-yl)cyclopropyl)-3,5,6,7,8,9-hexahydro-4H-pyrimido[5,4-c]azepin-4-one C(C)(C)(C)C=1C=C(C=CC1)C(C(=O)N1CC2=C(CCC1)N=C(NC2=O)C2(CC2)C=2SC=C(C2)C(C)C)O